3β-Acetoxy-5a-hydroxy-19-methoxymethyloxy-cholestan-6-on C(C)(=O)O[C@@H]1C[C@@]2(C(C[C@H]3[C@@H]4CC[C@H]([C@@H](CCCC(C)C)C)[C@]4(CC[C@@H]3[C@]2(CC1)COCOC)C)=O)O